C(C)C=1C=CC2=C(C3=CC=CC=C3C=C2C1)OC(=O)C1C(CC(=CC1)C)C(=O)O 3-ethyl-9-[2-carboxy(4-methyl-4-cyclohexenyl)]carbonyloxyanthracene